Quinoline-8-carbaldehyde N1=CC=CC2=CC=CC(=C12)C=O